4-ethyl-5-fluoronicotinaldehyde C(C)C1=C(C=NC=C1C=O)F